C(C)(=O)N1CCC(CC1)NCC=1C=CC(=NC1OC)C=1C(=C(C=CC1)C1=C(C(=NC=C1)C=1C=C2CN(C(C2=CC1)=O)CCNC[C@H]1NC(CC1)=O)Cl)Cl (S)-5-(4-(3-(5-(((1-acetylpiperidin-4-yl)amino)methyl)-6-methoxypyridin-2-yl)-2-chlorophenyl)-3-chloropyridin-2-yl)-2-(2-(((5-oxopyrrolidin-2-yl)methyl)amino)ethyl)isoindolin-1-one